CCCCCCCC/C=C\\CCCCCCCC(=O)OC[C@H](COP(=O)([O-])[O-])OC(=O)CCCCCCC/C=C\\CCCCCC The molecule is a 1,2-diacyl-sn-glycerol 3-phosphate(2-) obtained by deprotonation of the phosphate OH groups of 1-(9Z)-octadecenoyl-2-(9Z)-hexadecenoyl-sn-glycero-3-phosphate. It is a 1,2-diacyl-sn-glycerol 3-phosphate(2-) and a 1-oleoyl-2-acyl-sn-glycero-3-phosphate(2-). It is a conjugate base of a 1-(9Z)-octadecenoyl-2-(9Z)-hexadecenoyl-sn-glycero-3-phosphate.